N[C@H]1C[C@H](N(C1)C1=C(C=CC(=C1)C=1C=NC=CC1C#N)C=1C(=NC(=NC1)C1=C(C(=CC=C1F)F)C)C(=O)N)CO (2-((2S,4S)-4-amino-2-(hydroxymethyl)pyrrolidin-1-yl)-4-(4-cyanopyridin-3-yl)phenyl)-2-(3,6-difluoro-2-methylphenyl)pyrimidine-4-carboxamide